4'-((S)-2-(((2R,3S,4R,5R)-5-(6-amino-2-chloro-9H-purin-9-yl)-3,4-dihydroxytetrahydrofuran-2-yl)methoxy)-2-carboxy-2-phenylethyl)-[1,1'-biphenyl]-2-carboxylic acid NC1=C2N=CN(C2=NC(=N1)Cl)[C@H]1[C@@H]([C@@H]([C@H](O1)CO[C@@](CC1=CC=C(C=C1)C=1C(=CC=CC1)C(=O)O)(C1=CC=CC=C1)C(=O)O)O)O